C(CCCCCCCCCCCCCCCCC)(=O)O.NNC(=N)NN 1,3-diaminoguanidine stearate